hexahydro-1,3,5-tris(isopropyl)-S-triazine C(C)(C)N1CN(CN(C1)C(C)C)C(C)C